N[C@@H]1CN(CC[C@@H]1F)C1=NC2=C(N1CC1=NC=C(C#N)C=C1)C=CC(=C2)Cl 6-((2-((3R,4S)-3-amino-4-fluoropiperidin-1-yl)-5-chloro-1H-benzo[d]imidazol-1-yl)methyl)nicotinonitrile